C1C2C1CC=1C(=CC=CC21)C2=CC=1N=CN=CC1C=N2 7-(1,1a,6,6a-tetrahydrocyclopropa[a]inden-5-yl)pyrido[4,3-d]pyrimidine